C(CCCCCCC(=O)ON1C(CCC1=O)=O)(=O)ON1C(CCC1=O)=O bissuccinimido suberate